tert-Butyl 3-carbamoylbicyclo[1.1.1]pentan-1-ylcarbamate C(N)(=O)C12CC(C1)(C2)NC(OC(C)(C)C)=O